Cl.C(C)(C)(C)OC(=O)CN(C)C(N)=N creatine t-butyl ester hydrochloride